C(C)OP(=O)(OCC)C1(CNC1)N1CCCC1 1-(3-Diethoxyphosphorylazetidin-3-yl)pyrrolidine